methyl 4-chloro-4-oxobutyrate ClC(CCC(=O)OC)=O